(S)-3-((5-chloro-2-((2-(difluoro-methoxy)-4-(2,4-dimethylpiperazin-1-yl)phenyl)amino)pyrimidin-4-yl)amino)thiophene-2-carboxamide ClC=1C(=NC(=NC1)NC1=C(C=C(C=C1)N1[C@H](CN(CC1)C)C)OC(F)F)NC1=C(SC=C1)C(=O)N